L-1,3-dihydroxy-5,5-dimethylhydantoin ON1C(=O)N(C(=O)C1(C)C)O